6-[(2S)-2-aminobutyl]-2-chloro-N-[(furan-2-yl)methyl]thieno[3,2-d]pyrimidin-4-amine N[C@H](CC1=CC=2N=C(N=C(C2S1)NCC=1OC=CC1)Cl)CC